P(OCCCO)([O-])([O-])=O hydroxypropyl phosphorate